methyl 2-((4-(6-((4-cyano-2-fluorobenzyl) oxy) pyridin-2-yl) piperidin-1-yl) methyl)-1-((1-(N-methylacetamido) cyclopropyl) methyl)-1H-benzo[d]imidazole-6-carboxylate C(#N)C1=CC(=C(COC2=CC=CC(=N2)C2CCN(CC2)CC2=NC3=C(N2CC2(CC2)N(C(C)=O)C)C=C(C=C3)C(=O)OC)C=C1)F